4-(7-((1H-indol-6-yl)sulfonyl)-3,7-diazabicyclo[4.2.0]octan-3-yl)phenol N1C=CC2=CC=C(C=C12)S(=O)(=O)N1C2CCN(CC2C1)C1=CC=C(C=C1)O